C(=C)C=1SC(=CC1)C=C 2,5-divinyl-thiophene